C(C)(C)(C)NC1=NC(=C(C2=C1C(N1C(CO2)CN(CC1)C(=O)OC(C)(C)C)=O)Cl)C1=C(C=CC=C1)F t-butyl 1-(t-butylamino)-4-chloro-3-(2-fluorophenyl)-12-oxo-6a,7,9,10-tetrahydro-6H-pyrazino[2,1-c]pyrido[3,4-f][1,4]oxazepin-8(12H)-carboxylate